FC=1C=C2CCCNC2=CC1OC 6-fluoro-7-methoxy-1,2,3,4-tetrahydroquinoline